Methyl (2S)-2-[[[[(1S)-1-methoxycarbonyl-3-methyl-butyl]amino]-(4-nitrophenoxy)phosphoryl]amino]-4-methyl-pentanoate COC(=O)[C@H](CC(C)C)NP(=O)(OC1=CC=C(C=C1)[N+](=O)[O-])N[C@H](C(=O)OC)CC(C)C